piperidin-4-ylmethyl 4-(((2-(6-(3,5-dimethoxyphenyl) pyridin-3-yl) cyclopropyl) amino) methyl)-4-fluoropiperidine-1-carboxylate COC=1C=C(C=C(C1)OC)C1=CC=C(C=N1)C1C(C1)NCC1(CCN(CC1)C(=O)OCC1CCNCC1)F